4-bromo-7,8-dichloro-isoquinoline BrC1=CN=CC2=C(C(=CC=C12)Cl)Cl